CC1(C(C(CC1)(\C=C\CCC)C)=O)C 2,2,5-trimethyl-5-[(1E)-1-penten-1-yl]cyclopentanone